NCCCCCCC(=O)NC1=CC=C(C=C1)NC(=O)NC(C1=CC=C(C=C1)C(C)(C)C)=O N-((4-(7-aminoheptanamidyl)phenyl)carbamoyl)-4-(tert-butyl)benzamide